5-chloro-N-(3-cyano-4-fluorophenyl)-2-(4,4-difluoroazepan-1-yl)-6-methylnicotinamide ClC=1C(=NC(=C(C(=O)NC2=CC(=C(C=C2)F)C#N)C1)N1CCC(CCC1)(F)F)C